FC(C=1C(N(C2=C(N1)C=NC(=C2)NC2CCN(CC2)S(=O)(=O)C)[C@H]2[C@](CCC2)(C)O)=O)F 3-(difluoromethyl)-1-((1R,2R)-2-hydroxy-2-methylcyclopentyl)-7-((1-(methylsulfonyl)piperidin-4-yl)amino)pyrido[3,4-b]pyrazin-2(1H)-one